lithium thiophenate S1C(=CC=C1)C(=O)[O-].[Li+]